C(C)(C)(C)OC(=O)N1CCC(=CC1)C1=CC2=C(N=C(S2)C2=CC3=CN(N=C3C(=C2)C)C)C=C1 4-[2-(2,7-dimethylindazol-5-yl)-1,3-benzothiazol-6-yl]-3,6-dihydro-2H-pyridine-1-carboxylic acid tert-butyl ester